2-(pyridin-4-yl)pyrazolo[5,1-b]thiazole-7-carboxamide N1=CC=C(C=C1)C1=CN2C(S1)=C(C=N2)C(=O)N